O1OOOC(C1)C(=O)O tetraoxanic acid